C(#N)N1[C@H]2[C@@H](C[C@@H]1CC2)NC(=O)C2=CC=C1C(=NNC1=C2)C2=NC(=CC=C2)C(F)(F)F N-((1R,2R,4S)-7-cyano-7-azabicyclo[2.2.1]heptan-2-yl)-3-(6-(trifluoromethyl)-2-pyridinyl)-1H-indazole-6-carboxamide